2-((S,6E,10E)-15,15-difluoro-3-hydroxy-3,7,11-trimethylpentadecane-6,10,14-trien-1-yl)-3,5,6-trimethylcyclohexa-2,5-diene-1,4-dione FC(=CCC/C(=C/CC/C(=C/CC[C@](CCC=1C(C(=C(C(C1C)=O)C)C)=O)(C)O)/C)/C)F